(3-(Cyclopentylthio)pyridin-2-yl)methylamine C1(CCCC1)SC=1C(=NC=CC1)CN